CC(=CCCC=C)CCC=C(C)C 6,10-dimethyl-1,5,9-undecatrien